1-(8-piperazin-1-yl-quinazolin-4-yl)hexahydropyrimidine-2,4-dione N1(CCNCC1)C=1C=CC=C2C(=NC=NC12)N1C(NC(CC1)=O)=O